N(N)C(=O)O.C(C1=CC=CC=C1)C1C(CC2=CC(=CC=C12)Cl)(C(=O)OC)O benzyl-(5-chloro-2,3-dihydro-2-hydroxy-2-methoxycarbonyl-1H-indene) hydrazinecarboxylate